(R)-1-(benzofuran-2-yl)ethan-1-amine O1C(=CC2=C1C=CC=C2)[C@@H](C)N